5-((4-(5-(3-fluorophenyl)-5H-pyrrolo[3,2-d]pyrimidin-7-yl)piperidin-1-yl)methyl)-4-methyl-1H-indole-2-carbonitrile FC=1C=C(C=CC1)N1C=C(C=2N=CN=CC21)C2CCN(CC2)CC=2C(=C1C=C(NC1=CC2)C#N)C